CN1C=CC2=C1N=CC=C2S 1-methyl-1H-pyrrolo[2,3-b]Pyridine-4-thiol